ClC1=C(C(=CC=C1)Cl)S(=O)(=O)N1CC(C1)(CO)COC1=CC(=C(C#N)C=C1)F 4-((1-((2,6-dichlorophenyl)sulfonyl)-3-(hydroxymethyl)azetidin-3-yl)methoxy)-2-fluorobenzonitrile